phenyl-(o-chlorothiophenyl)acetylene C1(=CC=CC=C1)C#CC1=C(C=CC=C1)SCl